N-(5-cyano-4-((2-methoxyethyl)amino)pyridin-2-yl)-5-formyl-6-(morpholinomethyl)-1-isopropyl-1H-pyrrolo[3,2-b]pyridine-3-carboxamide C(#N)C=1C(=CC(=NC1)NC(=O)C1=CN(C=2C1=NC(=C(C2)CN2CCOCC2)C=O)C(C)C)NCCOC